5-(1,3-Benzodiazol-5-yl)-3-hexylcyclohex-2-enone N1C=NC2=C1C=CC(=C2)C2CC(=CC(C2)=O)CCCCCC